[2-[2-methyl-6-[(5-phenylthiazol-2-yl)amino]pyrimidin-4-yl]oxyethyl]propanamide CC1=NC(=CC(=N1)OCCC(C(=O)N)C)NC=1SC(=CN1)C1=CC=CC=C1